1-((S)-2-Aminopropoxy)-3-(4-(5-(trifluoromethyl)pyrimidin-2-yl)piperazin-1-yl)propan-2-ol N[C@H](COCC(CN1CCN(CC1)C1=NC=C(C=N1)C(F)(F)F)O)C